CN(CCOC1=CC=C2NC(C=3N(C2=C1)C=C(C3)C3=CC=NC=C3)=O)C 8-(2-(dimethylamino)ethoxy)-2-(pyridin-4-yl)pyrrolo[1,2-a]quinoxalin-4(5H)-one